3-(5-((4-(2-chlorophenyl)piperazin-1-yl)methyl)-1-oxoisoindolin-2-yl)piperidine-2,6-dione ClC1=C(C=CC=C1)N1CCN(CC1)CC=1C=C2CN(C(C2=CC1)=O)C1C(NC(CC1)=O)=O